((2R,3R)-3-(2,4-dichlorophenyl)-1,4-dioxaspiro[4.4]nonan-2-yl)methyl sulfamate S(N)(OC[C@H]1OC2(O[C@@H]1C1=C(C=C(C=C1)Cl)Cl)CCCC2)(=O)=O